C(C)(C)(C)OC(C[C@@H](C(=O)N[C@@H](CCC(=O)OC(C)(C)C)C(NC1=CC=CC=C1)=O)NC([C@H](CC(C)C)NC(=O)C=1NC2=CC=C(C=C2C1)Cl)=O)=O tert-Butyl (S)-4-((S)-4-(tert-butoxy)-2-((S)-2-(5-chloro-1H-indole-2-carboxamido)-4-methylpentanamido)-4-oxobutanamido)-5-oxo-5-(phenylamino)pentanoate